3-methyl-heptyne CC(C#C)CCCC